C(C)(C)(C)OC(=O)N1C([C@@]2(C3=CC(=CC=C13)OC)[C@@H](C2)C2=CC=C1C(=NN(C1=C2)C(=O)OC(C)(C)C)NC=2C(=NN(C2)C)C)=O (1R,2S)-2-[1-(tert-butoxycarbonyl)-3-[(1,3-dimethylpyrazol-4-yl)amino]indazol-6-yl]-5'-methoxy-2'-oxospiro[cyclopropane-1,3'-indole]-1'-carboxylic acid tert-butyl ester